(1R,2R)-N-(7-chloro-6-(1-((3S,4S)-4-hydroxy-3-methyltetrahydrofuran-3-yl)piperidin-4-yl)isoquinolin-3-yl)-2-(1-isobutyl-1H-pyrazol-5-yl)cyclopropane-1-carboxamide ClC1=C(C=C2C=C(N=CC2=C1)NC(=O)[C@H]1[C@@H](C1)C1=CC=NN1CC(C)C)C1CCN(CC1)[C@]1(COC[C@H]1O)C